5-(4-{[(5Z,8Z,11Z,14Z)-1-oxoicosa-5,8,11,14-tetraenyl] oxy} butyl)-14-methyl-7-oxo-6-oxa-8,11,14-triazapentadec-1-yl (5Z,8Z,11Z,14Z)-icosa-5,8,11,14-tetraenoate C(CCC\C=C/C\C=C/C\C=C/C\C=C/CCCCC)(=O)OCCCCC(OC(NCCNCCN(C)C)=O)CCCCOC(CCC\C=C/C\C=C/C\C=C/C\C=C/CCCCC)=O